C1CC12N(CCOC2)C[C@@H]2NC[C@H](N(C2)C(=O)OC(C)(C)C)C tert-butyl (2R,5S)-5-((7-oxa-4-azaspiro[2.5]octan-4-yl)methyl)-2-methylpiperazine-1-carboxylate